1-(2-(1-(6,7-dimethoxyquinazolin-4-yl)piperidin-4-yl)ethyl)urea COC=1C=C2C(=NC=NC2=CC1OC)N1CCC(CC1)CCNC(=O)N